2-(2,6-Dimethyl-4-nitrophenyl)-6-methyl-2,6-diazaspiro[3.3]heptane CC1=C(C(=CC(=C1)[N+](=O)[O-])C)N1CC2(C1)CN(C2)C